tert-butyl 4-(1-bicyclo[1.1.1]pentanyl)-4-[[4-(trifluoromethoxy)phenyl] sulfonylamino]piperidine-1-carboxylate C12(CC(C1)C2)C2(CCN(CC2)C(=O)OC(C)(C)C)NS(=O)(=O)C2=CC=C(C=C2)OC(F)(F)F